O[C@@H](CC(=O)OCC=C)CCCCCCC allyl (3R)-3-hydroxydecanoate